N-(6-cyano-1-(1-methylcyclobutyl)-1H-benzo[d]imidazol-2-yl)-3-cyclopropyl-3-methylbutanamide C(#N)C=1C=CC2=C(N(C(=N2)NC(CC(C)(C)C2CC2)=O)C2(CCC2)C)C1